2-(azetidine-1-sulfonylamino)-5-cyano-N-(4-cyanobicyclo[2.2.2]oct-1-yl)benzamide N1(CCC1)S(=O)(=O)NC1=C(C(=O)NC23CCC(CC2)(CC3)C#N)C=C(C=C1)C#N